(S)-9-amino-4-ethyl-8-fluoro-4-hydroxy-11-((4-methylpiperazin-1-yl)methyl)-1,12-dihydro-14H-pyrano[3',4':6,7]indolizino[1,2-b]quinoline-3,14(4H)-dione NC1=CC=2C(=C3C(=NC2C=C1F)C1=CC2=C(C(N1C3)=O)COC([C@]2(O)CC)=O)CN2CCN(CC2)C